3-benzyl-4H-1,2,4-triazole C(C1=CC=CC=C1)C1=NN=CN1